[1-N-methyl]-3,6,10,13,16,19-hexaazabicyclo[6.6.6]eicosane-1,8-diamine CNC12CNCCNCC(CNCCNC1)(CNCCNC2)N